C(CC)C(CCC)CCC 4-PROPYL-HEPTANE